C(C)(C)C1=NC=CC=C1C isopropyl-3-methylpyridin